Cl.N1(CCNCC1)C1=C(C=CC=C1)N[C@H]1C(NC(CC1)=O)=O |r| (±)-3-((2-(Piperazin-1-yl)phenyl)amino)piperidine-2,6-dione hydrochloride